ClC=1C=CC(=NC1)C1=CC=CC=2C3=CC=CC=C3C(C12)(C)C 5-chloro-2-(9,9-dimethyl-9H-fluoren-1-yl)pyridine